FC1=C(C=CC=C1)C1=CC(=CN1)C=O 5-(2-fluorophenyl)-1H-pyrrole-3-formaldehyde